ClC=1N=NC(=CC1)C1=CC(=CC=C1)[N+](=O)[O-] 3-chloro-6-(3-nitrophenyl)pyridazine